C1=C(C=CC=2C3=C(C=NC12)C1=C(OC3)C=CC=C1)O [1]benzopyrano[4,3-c]quinolin-2-ol